[Mn](=O)(=O)([O-])[O-].[Sr+2].[Ba+2].[Mn](=O)(=O)([O-])[O-] Barium strontium manganate